C(C)(=O)N1CC=2C=CC(=NC2CC1(C(=O)OC)C(=O)OC)Cl Dimethyl 6-acetyl-2-chloro-5,6-dihydro-1,6-naphthyridine-7,7(8H)-dicarboxylate